CN(C(N(C)C)N1N=[N+](C2=NC=CC=C21)[O-])C N,N,N',N'-tetramethyl-1-(3-oxidotriazolo[4,5-b]pyridin-3-ium-1-yl)methanediamine